1-[6-(1,4-dioxa-8-azaspiro[4.5]decan-8-yl)-1-methyl-indazol-3-yl]hexahydropyrimidine O1CCOC12CCN(CC2)C2=CC=C1C(=NN(C1=C2)C)N2CNCCC2